diacetic acid palladium [Pd].C(C)(=O)O.C(C)(=O)O